[Pd](Cl)Cl.C(C)#N.C(C)#N Bis-acetonitrile palladium dichloride